cis-1-(3-(4-bromo-1H-pyrrole-2-carboxamido)cyclohexyl)-N-methyl-2-(pyridin-2-yl)-1H-benzo[d]imidazole-5-carboxamide BrC=1C=C(NC1)C(=O)N[C@H]1C[C@H](CCC1)N1C(=NC2=C1C=CC(=C2)C(=O)NC)C2=NC=CC=C2